5-bromo-2-((1-(methylsulfonyl)piperidin-4-yl)methoxy)nicotinonitrile BrC=1C=NC(=C(C#N)C1)OCC1CCN(CC1)S(=O)(=O)C